4-(2-nitro-4-trifluoromethylphenyl)morpholine [N+](=O)([O-])C1=C(C=CC(=C1)C(F)(F)F)N1CCOCC1